OC1CCC(CC1)C1=C(C(=O)N)C=C(C=N1)C1=CC=C(C=C1)C12CN(CC2C1)C1CCOCC1 (4-hydroxycyclohexyl)-5-(4-(3-(tetrahydro-2H-pyran-4-yl)-3-azabicyclo[3.1.0]hex-1-yl)phenyl)nicotinamide